N-((1R,2R,4S)-7-cyano-7-azabicyclo[2.2.1]heptan-2-yl)-1-(3,5-dichlorophenyl)-L-prolinamide C(#N)N1[C@H]2[C@@H](C[C@@H]1CC2)NC([C@H]2N(CCC2)C2=CC(=CC(=C2)Cl)Cl)=O